4-(5-methyl-1-(4-(trifluoromethoxy)phenyl)-1H-pyrazol-3-yl)piperidine CC1=CC(=NN1C1=CC=C(C=C1)OC(F)(F)F)C1CCNCC1